(S)-1-(5-(4-methyl-2-(pyridin-3-yl)penta-2,3-dien-1-yl)-3-(p-tolyl)-4,5-dihydro-1H-pyrazol-1-yl)ethan-1-one CC(=C=C(C[C@H]1CC(=NN1C(C)=O)C1=CC=C(C=C1)C)C=1C=NC=CC1)C